BrC(C)C=1C=CC(=NC1)C1CC1 5-(1-bromoethyl)-2-cyclopropylpyridine